N1-methyl-N1-(pyridin-2-yl)propane-1,3-diamine CN(CCCN)C1=NC=CC=C1